(Z)-1-(3-(((3-(diethylamino)propoxy)carbonyl)oxy)-2-(((7-(heptadecan-9-yloxy)-7-oxoheptanoyl)oxy)methyl)propyl) 9-(non-2-en-1-yl) nonanedioate C(CCCCCCCC(=O)OCC=CCCCCCC)(=O)OCC(COC(=O)OCCCN(CC)CC)COC(CCCCCC(=O)OC(CCCCCCCC)CCCCCCCC)=O